N-cyclohexylpyrrolidinone C1CCC(CC1)N2CCCC2=O